OC1(CCN(CC1)C(CC(C)C1=CC=CC=C1)=O)CN1C=NC=2C(C1=O)=NN(C2C2=CC=C(CNCCCNC(CCCCCC)=O)C=C2)C N-(3-((4-(6-((4-hydroxy-1-(3-phenylbutanoyl)piperidin-4-yl)methyl)-2-methyl-7-oxo-6,7-dihydro-2H-pyrazolo[4,3-d]pyrimidin-3-yl)benzyl)amino)propyl)heptanamide